C(C1=CC=CC=C1)SC1=NC(=CC=C1O[C@H](C)C=1C=C(C=C2C(C(=C(OC12)C=1C=NN(C1)C[C@@H](C)O)C)=O)C)Cl 8-[(1R)-1-[(2-Benzylsulfanyl-6-chloro-3-pyridyl)oxy]ethyl]-2-[1-[(2R)-2-hydroxypropyl]pyrazol-4-yl]-3,6-dimethyl-chromen-4-one